tripotassium phosphate lithium salt [Li+].P(=O)([O-])([O-])[O-].[K+].[K+].[K+]